isooctyl dimethyldimercaptoacetate tin [Sn].CS(C(C(=O)OCCCCCC(C)C)S)C